ClC=1C=CC(=C(C1)CC(=O)NC1=CC(=NC=C1)C(=O)N[C@](CO)(C)C#N)O 4-[[2-(5-chloro-2-hydroxy-phenyl)acetyl]amino]-N-[(1R)-1-cyano-2-hydroxy-1-methyl-ethyl]pyridine-2-carboxamide